3-(2,4-Dioxotetrahydropyrimidin-1(2H)-yl)-5-fluoro-4-methylbenzoic acid O=C1N(CCC(N1)=O)C=1C=C(C(=O)O)C=C(C1C)F